3-[(2-{2-[(tert-butyldimethylsilyl)oxy]ethoxy}ethyl)sulfanyl]-6-chloropyridazin-4-amine [Si](C)(C)(C(C)(C)C)OCCOCCSC=1N=NC(=CC1N)Cl